C(#N)C(=CC=1C=C(CCOC(=O)N[C@@H](CC2=CC=C(C=C2)C)B(O)O)C=CC1)C1=NC=CC=C1 (R)-(1-(((3-(2-cyano-2-(pyridin-2-yl)vinyl)phenethoxy)carbonyl)amino)-2-(p-tolyl)ethyl)boronic acid